CC1=C(C=CC=C1NC(C1=NC=C(C=C1)CNCCF)=O)C1=C(C(=CC=C1)NC(C1=NC=C(C=C1)CNCCF)=O)C N,N'-(2,2'-dimethyl-[1,1'-biphenyl]-3,3'-diyl)bis(5-(((2-fluoroethyl)amino)methyl)picolinamide)